C1=CC=CC=2CCC3N(C12)C1=CC=CC=C1C3 5,6,6a,7-Tetrahydroindolo[1,2-a]quinoline